2-[4-(trifluoromethyl)phenyl]ethanol FC(C1=CC=C(C=C1)CCO)(F)F